mercapto-isobutyric acid SC(C(=O)O)(C)C